(S)-2-(azidomethyl)-4-bromo-5-chloro-6-fluoro-2-phenylindoline N(=[N+]=[N-])C[C@@]1(NC2=CC(=C(C(=C2C1)Br)Cl)F)C1=CC=CC=C1